N-ethyl-3-{[3-(8-{[(3S,4R)-3-fluoro-1-methylpiperidin-4-yl]amino}-3-[(trifluoromethyl)sulfanyl]imidazo[1,2-a]pyridin-2-yl)prop-2-yn-1-yl]amino}-4-methoxybenzamide C(C)NC(C1=CC(=C(C=C1)OC)NCC#CC=1N=C2N(C=CC=C2N[C@H]2[C@H](CN(CC2)C)F)C1SC(F)(F)F)=O